rel-2-bromo-6-methyl-4-{[(1r,4r)-4-(trifluoromethyl)-cyclohexyl]oxy}pyridine BrC1=NC(=CC(=C1)OC1CCC(CC1)C(F)(F)F)C